(1-(5-(trifluoromethyl)pyridin-2-yl)cycloheptyl)methanamine FC(C=1C=CC(=NC1)C1(CCCCCC1)CN)(F)F